dodecylamine dodecanoic acid salt C(CCCCCCCCCCC)(=O)O.C(CCCCCCCCCCC)N